5-(3,6-diazabicyclo[3.1.1]heptan-6-yl)-6-methyl-N-(pyridin-4-ylmethyl)thieno[3,2-c]isothiazol-3-amine hydrogen chloride Cl.C12CNCC(N1C1=C(C3=NSC(=C3S1)NCC1=CC=NC=C1)C)C2